N-benzyl-4-(4-(tertiary butyl)phenyl)phthalazin-1-amine C(C1=CC=CC=C1)NC1=NN=C(C2=CC=CC=C12)C1=CC=C(C=C1)C(C)(C)C